BrC1=C(C=CC=C1N1C2=CC=C(C=C2C=2C=C(C=CC12)C(C)(C)C)C(C)(C)C)N1C=2C=CC=CC2C2=C3C(=C4C(=C12)C=CC=C4)C=CC=C3 9-(2-bromo-3-(3,6-di-tert-butyl-9H-carbazol-9-yl)phenyl)-9H-dibenzo[a,c]carbazole